N-[2-bromo-4-chloro-6-(isopropylcarbamoyl)phenyl]tetrahydropyran-4-carboxamide BrC1=C(C(=CC(=C1)Cl)C(NC(C)C)=O)NC(=O)C1CCOCC1